COC1=C(C=CC(=C1)C=1C=NN(C1)C)NC=1N=CC2=C(N1)C(=NC=C2C)NCC(C)(C)C N2-(2-methoxy-4-(1-methyl-1H-pyrazol-4-yl)phenyl)-5-methyl-N8-neopentylpyrido[3,4-d]pyrimidine-2,8-diamine